Benzyl (1-((3-methoxyphenyl)sulfonyl)piperidin-4-yl)carbamate COC=1C=C(C=CC1)S(=O)(=O)N1CCC(CC1)NC(OCC1=CC=CC=C1)=O